4-(3-(2-(1,3-dioxan-2-yl)ethyl)-5-(4-(methylsulfonyl)piperazin-1-yl)-6-oxopyridin-1(6H)yl)benzonitrile O1C(OCCC1)CCC1=CN(C(C(=C1)N1CCN(CC1)S(=O)(=O)C)=O)C1=CC=C(C#N)C=C1